[Br-].C(CCCCCCCCCCCCC)[N+](C)(C)CCCCCCCCCCCCCC bis(tetradecyl)dimethyl-ammonium bromide